(4-([1,1'-biphenyl]-4-yl)piperazin-1-yl)(naphthalen-1-yl)methanone C1(=CC=C(C=C1)N1CCN(CC1)C(=O)C1=CC=CC2=CC=CC=C12)C1=CC=CC=C1